7-hydroxy-1,3-dimethyl-5-(1-methyl-7-(1-methyl-1H-pyrazol-4-yl)-2,3-dihydropyrido[3,4-b]pyrazin-4(1H)-yl)quinolin-2(1H)-one OC1=CC(=C2C=C(C(N(C2=C1)C)=O)C)N1C2=C(N(CC1)C)C=C(N=C2)C=2C=NN(C2)C